(4-nitrophenyl) [trans-(1SR,2SR)-1-(2-pyridyldisulfanyl)tetralin-2-yl] carbonate C(OC1=CC=C(C=C1)[N+](=O)[O-])(O[C@@H]1[C@H](C2=CC=CC=C2CC1)SSC1=NC=CC=C1)=O |r|